[2-[(4-methoxyphenyl)methyl]-4-methyl-4-azabicyclo[3.1.1]hept-3-yl]methanol COC1=CC=C(C=C1)CC1C2CC(N(C1CO)C)C2